(2-(6-nitropyridin-3-yl)ethyl)benzamide [N+](=O)([O-])C1=CC=C(C=N1)CCC1=C(C(=O)N)C=CC=C1